CO[Si](CCCCCCCCC1CO1)(OC)OC 2-[8-(trimethoxysilyl)octyl] ethylene oxide